ClCCC(=O)N(C)C 3-chloro-N,N-dimethylpropionamide